tert-butyl 2-(3,4-dichlorophenyl)-1-ethyl-6-[(4-methoxycarbonyl-imidazol-1-yl)methyl]-4-oxo-pyridine-3-carboxylate ClC=1C=C(C=CC1Cl)C=1N(C(=CC(C1C(=O)OC(C)(C)C)=O)CN1C=NC(=C1)C(=O)OC)CC